5-(1H-indol-3-yl)-2-(o-tolyl)oxazole-4-carboxylic acid methyl ester COC(=O)C=1N=C(OC1C1=CNC2=CC=CC=C12)C1=C(C=CC=C1)C